C(C)(=O)N1CCC(CC1)NC1=NC=C(C(=N1)NC1CCC(CC1)COC)C(=O)N 2-(1-acetylpiperidin-4-ylamino)-4-((1s,4s)-4-(methoxymethyl)cyclohexylamino)pyrimidine-5-carboxamide